2-(4,4-dimethyl-1-(nitromethyl)cyclohexyl)ethyl acetate C(C)(=O)OCCC1(CCC(CC1)(C)C)C[N+](=O)[O-]